NC=1C=C(C=CC1)C(=C1CC(C1)C#N)C1=NN=CN1C 3-((3-aminophenyl)(4-methyl-4H-1,2,4-triazol-3-yl)methylene)cyclobutane-1-carbonitrile